BrC=1N=C2N(N=CC=C2Cl)C1 2-Bromo-8-chloroimidazo[1,2-b]pyridazine